2-(3-(Hydroxymethyl)-4-(1-methyl-6-oxo-5-(5-(piperazin-1-yl)pyridin-2-ylamino)-1,6-dihydropyridin-3-yl)pyridin-2-yl)-3,4,6,7,8,9-hexahydropyrazino[1,2-a]indol-1(2H)-one OCC=1C(=NC=CC1C1=CN(C(C(=C1)NC1=NC=C(C=C1)N1CCNCC1)=O)C)N1C(C=2N(C=3CCCCC3C2)CC1)=O